C(=O)OC(C(=O)O)(C)C formyloxyisobutyric acid